C(=C)OCCCCC=1C(=C(C(=C(C1C(=O)O)C(=O)O)CCCCOC=C)C(=O)O)CCCCOC=C.ClC=1C=C2C(=CN=C(C2=CN1)N1CC(C1)CNS(=O)(=O)C)C(C)C N-((1-(6-chloro-4-isopropyl-2,7-naphthyridin-1-yl)azetidin-3-yl)methyl)methanesulfonamide tris[4-(vinyloxy)butyl]trimellitate